6-fluoro-N~2~-{3-fluoro-4-[(methanesulfonyl)methyl]phenyl}-7-(8-methyl-2,3-dihydro-1H-pyrido[2,3-b][1,4]oxazin-7-yl)quinazoline-2,5-diamine FC1=C(C=2C=NC(=NC2C=C1C1=C(C2=C(OCCN2)N=C1)C)NC1=CC(=C(C=C1)CS(=O)(=O)C)F)N